COCOC=1C(=CC2=CN(N=C2C1)C)C1=NC2=CC=C(C=C2C(=N1)C)N1C[C@@H](N([C@H](C1)C)C(=O)OC(C)(C)C)C tert-butyl (2S,6S)-4-{2-[6-(methoxymethoxy)-2-methylindazol-5-yl]-4-methylquinazolin-6-yl}-2,6-dimethylpiperazine-1-carboxylate